2-γ-hydroxypropyl-para-phenylenediamine dihydrochloride Cl.Cl.OCCCC1=C(C=CC(=C1)N)N